N-myristoyl-glutamic acid sodium salt [Na+].C(CCCCCCCCCCCCC)(=O)N[C@@H](CCC(=O)[O-])C(=O)[O-].[Na+]